4-(4-(1-((4-fluorophenyl)carbamoyl)cyclopropane-1-carboxamido)phenoxy)-6-methoxyquinolin-7-yl (R)-2,4-dimethylpiperazine-1-carboxylate C[C@H]1N(CCN(C1)C)C(=O)OC1=C(C=C2C(=CC=NC2=C1)OC1=CC=C(C=C1)NC(=O)C1(CC1)C(NC1=CC=C(C=C1)F)=O)OC